2-cyclopropylthiazol-5-sulfonylchloride C1(CC1)C=1SC(=CN1)S(=O)(=O)Cl